8-bromo-3-(2-((tert-butyldiphenylsilyl)oxy)-2-methylpropyl)-6-methyl-2-morpholinoquinazolin-4(3H)-one BrC=1C=C(C=C2C(N(C(=NC12)N1CCOCC1)CC(C)(C)O[Si](C1=CC=CC=C1)(C1=CC=CC=C1)C(C)(C)C)=O)C